1-((4-((3-methoxybenzyl)(3-(pyrrolidin-1-yl)benzyl)amino)pyridin-2-yl)methyl)piperazin-2-one COC=1C=C(CN(C2=CC(=NC=C2)CN2C(CNCC2)=O)CC2=CC(=CC=C2)N2CCCC2)C=CC1